tert-butyl (2-(2-fluoro-4-iodophenoxy)ethyl)carbamate FC1=C(OCCNC(OC(C)(C)C)=O)C=CC(=C1)I